(5-((3-(7-(((3S,4R)-3-fluoro-1-methylpiperidin-4-yl)amino)-3-(2,2,2-trifluoroethyl)benzo[b]thiophen-2-yl)prop-2-yn-1-yl)amino)-6-methoxypyridin-2-yl)dimethylphosphine oxide F[C@H]1CN(CC[C@H]1NC1=CC=CC2=C1SC(=C2CC(F)(F)F)C#CCNC=2C=CC(=NC2OC)P(C)(C)=O)C